(3,3-difluorocyclobutyl)-2-hydroxyacetic acid FC1(CC(C1)C(C(=O)O)O)F